7-isopropoxy-2-((1R,4S)-1-(methoxymethyl)-2-oxabicyclo[2.2.1]hept-4-yl)imidazo[1,2-a]pyrimidine-6-carboxylic acid C(C)(C)OC1=NC=2N(C=C1C(=O)O)C=C(N2)[C@]21CO[C@](CC2)(C1)COC